BrC=1C=NN2C1N=C1C(=C2N[C@@H]2C[C@H](CC2)C(=O)OC)CCC12CCCC2 (1S,3S)-methyl 3-((3-bromo-6,7-dihydrospiro[cyclopenta[d]pyrazolo[1,5-a]pyrimidine-5,1'-cyclopentane]-8-yl)amino)cyclopentanecarboxylate